NCC(O)C1(CC1)S(=O)(=O)C1(CC1)CN1C(C2=C(CC1)C(=NN2C)C(=O)NCC2=CC=C(C=C2)Cl)=O 6-((1-((1-(2-Amino-1-hydroxyethyl)cyclopropyl)sulfonyl)cyclopropyl)methyl)-N-(4-chlorobenzyl)-1-methyl-7-oxo-4,5,6,7-tetrahydro-1H-pyrazolo[3,4-c]pyridine-3-carboxamide